FC=1C(=CC(=NC1)OC)C(C(=O)OCC)C(=O)OCC diethyl (5-fluoro-2-methoxypyridin-4-yl)propanedioate